C1(CC1)[C@]1(C(N(C[C@H]1C)C=1C=2N(C=C(N1)C=1C=NN3C1COCC3)N=CC2F)=O)C#N (3R,4S)-3-cyclopropyl-1-[6-(6,7-dihydro-4H-pyrazolo[5,1-c][1,4]oxazin-3-yl)-3-fluoropyrazolo[1,5-a]pyrazin-4-yl]-4-methyl-2-oxopyrrolidine-3-carbonitrile